C(C)OC(C(C=O)C1=CC=C(C=C1)F)=O (4-fluorophenyl)-3-oxopropionic acid ethyl ester